2-((adamantan-1-yl)amino)-N-(5-((2-(2,6-dioxopiperidin-3-yl)-1-oxoisoindolin-4-yl)thio)pentyl)acetamide C12(CC3CC(CC(C1)C3)C2)NCC(=O)NCCCCCSC2=C3CN(C(C3=CC=C2)=O)C2C(NC(CC2)=O)=O